[6-[(4-tert-butyloxazol-2-yl)methyl]-2,6-diazaspiro[3.3]heptan-2-yl]-[6-(3-cyclopropyl-1,2,4-triazol-1-yl)-2-azaspiro[3.3]heptan-2-yl]methanone C(C)(C)(C)C=1N=C(OC1)CN1CC2(CN(C2)C(=O)N2CC3(C2)CC(C3)N3N=C(N=C3)C3CC3)C1